C(C)OC[C@]1(CN(CC1)C(C)(C)C=1C=NC(=CC1)C)CCC1=CC=2C(=CN=CC2)S1 |o1:4| (R or S)-2-(2-(3-(ethoxymethyl)-1-(2-(6-methylpyridin-3-yl)propan-2-yl)pyrrolidin-3-yl)ethyl)thieno[2,3-c]pyridine